BrC1=C(N=C(C=2N1N=CC2)N2CCC1(CC2)C(C2=CC=C(C=C2C1)F)=NS(=O)C(C)(C)C)C N-[1'-(7-bromo-6-methyl-pyrazolo[1,5-a]pyrazin-4-yl)-5-fluoro-spiro[indan-2,4'-piperidin]-1-ylidene]-2-methyl-propane-2-sulfinamide